N-lauroyl-β-alanine zinc [Zn].C(CCCCCCCCCCC)(=O)NCCC(=O)O